FC1CCC(CC1)[C@H](NC(=O)C1=NON=C1C)C=1OC2=C(N1)C=C(C=C2)[C@@H](COC)N2C(N[C@@H](C2)C(F)(F)F)=O N-((S)-((1r,4S)-4-fluorocyclohexyl)(5-((S)-2-methoxy-1-((S)-2-oxo-4-(trifluoromethyl)imidazolidin-1-yl)ethyl)benzo[d]-oxazol-2-yl)methyl)-4-methyl-1,2,5-oxadiazole-3-carboxamide